NC1=CC=C(C=C1)NCCCCNC1=CC=C(C=C1)N bis(4-aminophenyl)-tetramethylenediamine